(E)-N-(2,4-dimethoxybenzyl)-N-(1-(3-(2-(4-methoxybenzylidene)hydrazine-1-carbonyl)pyrazin-2-yl)ethyl)-3,5-bis(trifluoromethyl)benzamide COC1=C(CN(C(C2=CC(=CC(=C2)C(F)(F)F)C(F)(F)F)=O)C(C)C2=NC=CN=C2C(=O)N/N=C/C2=CC=C(C=C2)OC)C=CC(=C1)OC